2,2,2-Trifluoroethyl 2-((5-methyl pyrazolo[1,5-a]pyrimidine-3-carboxamido)methyl)benzofuran-7-carboxylate CC1=NC=2N(C=C1)N=CC2C(=O)NCC=2OC1=C(C2)C=CC=C1C(=O)OCC(F)(F)F